ClC1C(C(=C(C=C1)OC)C1=CC=CC=C1)(OC)P(C1CCCCC1)C1CCCCC1 chloro(2-dicyclohexylphosphino-2,6-dimethoxy-1,1'-biphenyl)